racemic-2-(4-phenoxyphenyl)-7-(piperidin-4-yl)-4,5,6,7-tetrahydropyrazolo[1,5-a]pyrimidine-3-carboxamide O(C1=CC=CC=C1)C1=CC=C(C=C1)C1=NN2C(NCC[C@@H]2C2CCNCC2)=C1C(=O)N |r|